[O-]CC.COCCOC(C)(O)OCCOC bismethoxyethoxyethanol ethoxide